ClC=1C(=NC(=C(C(=O)NC2=CC=C(C=C2)C#N)C1)N1CCC(CCC1)(F)F)C 5-chloro-N-(4-cyanophenyl)-2-(4,4-difluoroazepan-1-yl)-6-methylnicotinamide